FC(C1=CC=C(C=C1)CC1CCN(CC1)C(=O)N1C[C@@H]2[C@H](OCC(N2)=O)CC1)(F)F (-)-trans-6-[4-[[4-(Trifluoromethyl)phenyl]methyl]piperidine-1-carbonyl]-4,4a,5,7,8,8a-hexahydropyrido[4,3-b][1,4]oxazin-3-one